CC(CN1N=CC(=N1)C1=C(C=C(C=C1F)C(=O)N1CCN(CC1)C=1OC=2C(=NC(=CC2)C)N1)F)(C)C [4-[2-(2,2-dimethylpropyl)triazol-4-yl]-3,5-difluoro-phenyl]-[4-(5-methyloxazolo[4,5-b]pyridin-2-yl)piperazin-1-yl]methanone